FC=1C(=C(N2N=C(N=CC21)N[C@H]2[C@@H](COCC2)O)CC2C(C2)C)C#N 5-fluoro-2-(((3S,4R)-3-hydroxytetrahydro-2H-pyran-4-yl)amino)-7-((2-methylcyclopropyl)methyl)pyrrolo[2,1-f][1,2,4]triazine-6-carbonitrile